NC1=C(C2=NC3=C(C=CC=C3OC2=CC1=O)C)C 2-amino-1,9-dimethyl-3H-phenoxazin-3-one